(4-Methoxypyridin-2-yl)methyl hydrogen ((E)-2-((2R,3S,5R)-5-(6-benzamido-9H-purin-9-yl)-3-hydroxytetrahydrofuran-2-yl)vinyl)phosphonate C(C1=CC=CC=C1)(=O)NC1=C2N=CN(C2=NC=N1)[C@H]1C[C@@H]([C@H](O1)/C=C/P(OCC1=NC=CC(=C1)OC)(O)=O)O